ClC=1C=C(C(=NC1)F)[N+](=O)[O-] 5-chloro-2-fluoro-3-nitropyridine